FC=1C=C(CC2=CC(=NC=C2)N2N=C(C(=C2C)C(=O)N)CO)C=C(C1)C(F)(F)F 1-(4-(3-fluoro-5-(trifluoromethyl)benzyl)pyridin-2-yl)-3-(hydroxymethyl)-5-methyl-1H-pyrazole-4-carboxamide